NC1CCC(CC1)C(C)C 2-((1r,4r)-4-aminocyclohexyl)propan